6-chloro-2-methyl-3-(1-methyl-1H-imidazol-4-yl)pyridine ClC1=CC=C(C(=N1)C)C=1N=CN(C1)C